N-(6-methoxy-2-methyl-1,2,3,4-tetrahydroisoquinolin-7-yl)-8-phenyl-7,8-dihydro-6H-pyrimido[5,4-b][1,4]oxazin-2-amine COC=1C=C2CCN(CC2=CC1NC=1N=CC=2OCCN(C2N1)C1=CC=CC=C1)C